C(CCCCCC)C(C(=O)OCC(C(CCN(C)C)O)O)CCCCCCC 5-(dimethylamino)-2,3-dihydroxypentyl 2-heptylnonanoate